C[P](C1=CC=CC=C1)=O methylphenyl-phosphorus oxide